3-methyloxetane-3-carboxylic acid CC1(COC1)C(=O)O